C(CCCCCCC)(=O)OCCN(C(=S)C(=S)N)CCOC(CCCCCCC)=O N,N-bis(2-octanoyloxyethyl)dithiooxamide